1-(2-chlorophenyl)-6-methyl-4-(methylamino)-7-(trifluoromethyl)-quinazolin-2(1H)-one ClC1=C(C=CC=C1)N1C(N=C(C2=CC(=C(C=C12)C(F)(F)F)C)NC)=O